(S)-2-(2-methylpyrrolidin-1-yl)pyrimidin-4-amine C[C@@H]1N(CCC1)C1=NC=CC(=N1)N